C(C1=CC=CC=C1)OC[C@@H](C(=O)OCC1=CC=CC=C1)N1C(C2(C1)CCC(CC2)C)=O benzyl (S)-3-(benzyloxy)-2-(7-methyl-1-oxo-2-azaspiro[3.5]nonan-2-yl)propanoate